P([O-])(=O)(OP(=O)([O-])OP(=O)([O-])O)OC[C@@H]1[C@H]([C@H]([C@@H](O1)N1C(=O)NC(=O)C=C1)O)O.[Na+].[Na+].[Na+] tri-sodium uridine triphosphate